7-bromo-4-chloro-5-fluoro-quinazoline BrC1=CC(=C2C(=NC=NC2=C1)Cl)F